2-(4-chlorophenoxy)-N-{3-[2-(3-methylphenoxy)acetylamino]bicyclo[1.1.1]-pentan-1-yl}acetamide ClC1=CC=C(OCC(=O)NC23CC(C2)(C3)NC(COC3=CC(=CC=C3)C)=O)C=C1